3-(5-ethenyl-3-methyl-2-oxo-2,3-dihydro-1H-benzimidazole-1-yl)piperidine-2,6-dione C(=C)C1=CC2=C(N(C(N2C)=O)C2C(NC(CC2)=O)=O)C=C1